ClC=1C=CC2=C(CCC=3C(=NC=CC3)C2=C2CCN(CC2)CC=2C=NC=C(C2)C)C1 8-chloro-6,11-dihydro-11-[1-[(5-methyl-3-pyridyl)methyl]-4-piperidylidene]-5H-benzo[5,6]cyclohepta[1,2-b]pyridine